CC=1NC2=CC=C(C=C2C1)C=O methyl-5-formylindole